[8-[(p-aminophenyl)azo]-7-hydroxy-2-naphthyl]trimethylammonium chloride [Cl-].NC1=CC=C(C=C1)N=NC=1C(=CC=C2C=CC(=CC12)[N+](C)(C)C)O